6-methyl-2-thiouracil CC1=CC(NC(N1)=S)=O